4-(3-(3,5-Dimethoxyphenyl)-7-(methylthio)-2-oxo-3,4-dihydropyrimido[4,5-d]pyrimidin-1(2H)-yl)piperidine-1-carboxylic acid tert-butyl ester C(C)(C)(C)OC(=O)N1CCC(CC1)N1C(N(CC=2C1=NC(=NC2)SC)C2=CC(=CC(=C2)OC)OC)=O